5-ethynyl-N-(4-(methylsulfonyl)phenyl)-2,6-naphthyridin-3-amine C(#C)C1=C2C=C(N=CC2=CC=N1)NC1=CC=C(C=C1)S(=O)(=O)C